CN1C(OC2=C1C=CC(=C2)N2CCN(C1(CC1)C2)C(=O)NCCCCC2=CC=CC=C2)=O 7-(3-Methyl-2-oxo-1,3-benzoxazol-6-yl)-N-(4-phenylbutyl)-4,7-diazaspiro[2.5]octane-4-carboxamide